2,4-dichloro-3,5-dimethylfluorobenzene ClC1=C(C=C(C(=C1C)Cl)C)F